C1N(CC2=CC=CC=C12)C(CN(C)CC=1NC(C2=C(N1)C(=CS2)C)=O)=O 2-(((2-(isoindolin-2-yl)-2-oxoethyl)(methyl)amino)methyl)-7-methylthieno[3,2-d]pyrimidin-4(3H)-one